[C@H]12CN(C[C@H](CC1)N2)C=2C1=C(N=C(N2)OCC2=CC=3N(N=CC3N2)C)C(=C(N=C1)C=1C=C(C=C(C1C(F)(F)F)Cl)O)F 3-(4-((1R,5S)-3,8-Diazabicyclo[3.2.1]octan-3-yl)-8-fluoro-2-((1-methyl-1,4-dihydropyrrolo[3,2-c]pyrazol-5-yl)methoxy)pyrido[4,3-d]pyrimidin-7-yl)-5-chloro-4-(trifluoromethyl)phenol